FC=1C=C(C=C(C1N1C(C2(N3C1=NC=C3C3=NC=NC=C3)CC2)=O)F)NC(=O)C2=NC=CC=C2 N-[3,5-difluoro-4-(6'-oxo-3'-pyrimidin-4-yl-spiro[cyclopropane-1,5'-imidazo[1,2-a]imidazol]-7'-yl)phenyl]pyridine-2-carboxamide